FS(=O)(=O)N1C(NCC1)=O 1-fluorosulfonyl-2-imidazolidone